C(#N)C=1C=C(C=CC1)C=1N=C(SC1C1=CC(=NC(=C1)C)C)NC(=O)N1[C@H](CNCC1)CO (2R)-N-[4-(3-cyanophenyl)-5-(2,6-dimethyl-4-pyridinyl)thiazol-2-yl]-2-(hydroxymethyl)piperazine-1-carboxamide